C(#N)C(CC1=CC2=C(S1)C=C(S2)C2=CC=C1CC(N(C1=C2)CC)=O)NC(=O)[C@H]2OCCCCN(C2)C(=O)OC(C)(C)C tert-butyl (2S)-2-({1-cyano-2-[5-(1-ethyl-2-oxo-3H-indol-6-yl)thieno[3,2-b]thiophen-2-yl]ethyl}carbamoyl)-1,4-oxazocane-4-carboxylate